FC(OC=1C=CC2=C(N(CCS2)C(=O)[O-])C1)F 6-(difluoromethoxy)-3,4-dihydro-2H-1,4-benzothiazine-4-carboxylate